2-methyl-N-(3,3,4,4,7-pentafluoro-1-methylene-1,2,3,4-tetrahydro-2aH-cyclopenta[cd]-inden-2a-yl)propane-2-sulfinamide CC(C)(C)S(=O)NC12CC(C=3C(=CC=C(C13)C(C2(F)F)(F)F)F)=C